C1N(CCC2=CC=CC=C12)C[C@H](CNC(=O)C1=NC=NC(=C1)NC1C(CNCC1)F)O N-((S)-3-(3,4-dihydroisoquinolin-2(1H)-yl)-2-hydroxypropyl)-6-((3-fluoropiperidin-4-yl)amino)pyrimidine-4-carboxamide